Diiodomethyl-p-tolylsulfon IC(I)S(=O)(=O)C1=CC=C(C=C1)C